[2H]C([2H])([2H])OS(=O)(=O)C1=CC=C(C=C1)C 4-methylbenzenesulfonic acid-(1,1,1-trideuteromethyl) ester